ClC=1C(=C2C=NC(=NN2C1C1(CCC1)CC)N[C@H]1[C@@H](COCC1)O)F (3S,4R)-4-((6-chloro-7-(1-ethylcyclobutyl)-5-fluoropyrrolo[2,1-f][1,2,4]triazin-2-yl)amino)tetrahydro-2H-pyran-3-ol